C(C)(C)(C)OC(=O)NCCN1N=C(C(=C1)C(=O)OCC)C1CC1 ethyl 1-(2-((tert-butoxycarbonyl)amino)ethyl)-3-cyclopropyl-1H-pyrazole-4-carboxylate